2-[4-(1,3-dioxo-2-isoindolyl)phenyl]butyric acid O=C1N(C(C2=CC=CC=C12)=O)C1=CC=C(C=C1)C(C(=O)O)CC